6-chloro-3-indolecarboxylic acid ClC1=CC=C2C(=CNC2=C1)C(=O)O